C(C)(C)N(CCC1=NNC=2C=CC=C(C12)O)C(C)C 3-(2-(diisopropylamino)ethyl)-1H-indazol-4-ol